ClC=1C=C(CNC(CC2=C(C(=CC(=C2)OC)C)OC)C)C=C(C1)C N-(3-chloro-5-methylbenzyl)-1-(2,5-dimethoxy-3-methylphenyl)propan-2-amine